2-(chloromethyl)-1H-benzonaphthalen-1-one ClCC1C(C2=C3C(=CC=C2C=C1)C=CC=C3)=O